4-{3-[6,7-Dimethyl-4-(methylamino)-1,3-dihydro-2H-pyrrolo[3,4-c]pyridin-2-yl]-3-oxopropyl}benzonitril CC1=C(C2=C(C(=N1)NC)CN(C2)C(CCC2=CC=C(C#N)C=C2)=O)C